C1(CCC1)OC(=O)NC=1C=CC2=C(C(=CS2)C2=CCN3CCCC3C2)C1 5-cyclobutoxycarbonylamino-3-(1,2,3,4,5,8-hexahydroindolizin-7-yl)-benzothiophene